C(C)ONC(C1=CN=CC=C1NC1=C(C=C(C=C1)N1CCOCC1)NS(=O)(=O)C)=O N-ethyloxyl-4-((2-(N-methyl-sulfonyl-amino)-4-morpholinophenyl)amino)nicotinamide